N[C@H](C(=O)OC)CC1=CC(=CC(=C1)F)F methyl (S)-2-amino-3-(3,5-difluorophenyl)propanoate